(7R,14R)-1-(difluoromethoxy)-6-(methyl-d3)-11-((1-methylpyrrolidin-3-yl)ethynyl)-6,7-dihydro-7,14-methanobenzo[f]benzo[4,5]imidazo[1,2-a][1,4]diazocin-5(14H)-one FC(OC1=CC=CC=2C(N([C@H]3C=4N([C@@H](C21)C3)C3=C(N4)C=CC(=C3)C#CC3CN(CC3)C)C([2H])([2H])[2H])=O)F